1-(4-((2-(4-cyanopiperidin-1-yl)-5-oxo-5,6-dihydropyrimido[4,5-d]pyridazin-4-yl)amino)phenyl)piperidine-4-carboxylic acid C(#N)C1CCN(CC1)C=1N=C(C2=C(C=NNC2=O)N1)NC1=CC=C(C=C1)N1CCC(CC1)C(=O)O